C(C)OC1C(N(C(N1C)=O)C1=NC=CC(=C1)C(F)(F)F)O 5-ethoxy-4-hydroxy-1-methyl-3-[4-trifluoromethyl-2-pyridinyl]imidazolidin-2-one